FC=1C=C(CSC2=NC(=CC(N2)=O)C(F)(F)F)C=C(C1O)F 2-(3,5-difluoro-4-hydroxy-benzylsulfanyl)-6-trifluoromethyl-3H-pyrimidin-4-one